N'-(2-(aminooxy)acetyl)-5-((3aS,6aR)-2-oxohexahydro-1H-thieno[3,4-d]imidazol-4-yl)pentanehydrazide NOCC(=O)NNC(CCCCC1SC[C@@H]2NC(N[C@@H]21)=O)=O